(R)-1-(pyridazin-3-yl)pyrrolidin-3-amine N1=NC(=CC=C1)N1C[C@@H](CC1)N